C1=CC=CC=2C3=CC=CC=C3C(C12)COC(=O)N[C@@H](CCC(NC)=O)C(=O)O N2-(((9H-fluoren-9-yl)methoxy)carbonyl)-N5-methyl-L-glutamine